C(C)(C)(C)OC(=O)N1C[C@H](CC1)[C@@H](C(=O)OC(C)(C)C)CC=1C=NC=C(C1)Br (3R)-3-[(2S)-3-(5-bromopyridin-3-yl)-1-(tert-butoxy)-1-oxopropane-2-yl]pyrrolidine-1-carboxylic acid tert-butyl ester